3-(thiazol-5-yl)benzoic acid S1C=NC=C1C=1C=C(C(=O)O)C=CC1